N1=CN=CC(=C1)C=1C(=C(C(=CC1)N)N)C(F)(F)F 4-(pyrimidin-5-yl)-3-(trifluoromethyl)benzene-1,2-diamine